[B].[Co].[Fe].[Sm].CC1NC(CNC1)C1=CC=NN1C 2-methyl-6-(1-methyl-1H-pyrazol-5-yl)piperazine samarium iron cobalt boron